O=C1NC(CCC1C1=CC=C(C=C1)C1CCN(CC1)CC(=O)N1CCC(CC1)CC=1N=C2N(C=C(C(=C2)OC(C)C)NC(=O)C2=NC(=CC=C2)C(F)(F)F)C1)=O N-[2-[[1-[2-[4-[4-(2,6-dioxo-3-piperidyl)phenyl]-1-piperidyl]acetyl]-4-piperidyl]methyl]-7-isopropoxy-imidazo[1,2-a]pyridin-6-yl]-6-(trifluoromethyl)pyridine-2-carboxamide